methyl 4-bromo-1-((2-(trimethylsilyl)ethoxy)methyl)-1H-indazole-7-carboxylate BrC1=C2C=NN(C2=C(C=C1)C(=O)OC)COCC[Si](C)(C)C